lithium tetrakis[3-[1-methoxy-2,2,2-trifluoro-1-(trifluoromethyl)ethyl]-5-(trifluoro-methyl)phenyl]borate COC(C(F)(F)F)(C(F)(F)F)C=1C=C(C=C(C1)C(F)(F)F)[B-](C1=CC(=CC(=C1)C(F)(F)F)C(C(F)(F)F)(OC)C(F)(F)F)(C1=CC(=CC(=C1)C(F)(F)F)C(C(F)(F)F)(OC)C(F)(F)F)C1=CC(=CC(=C1)C(F)(F)F)C(C(F)(F)F)(OC)C(F)(F)F.[Li+]